methyl 1-methylbicyclo[3.1.0]hexane-6-carboxylate CC12CCCC2C1C(=O)OC